ethyl 2-(4-(6-bromoquinoxalin-2-yl)phenyl)acetate BrC=1C=C2N=CC(=NC2=CC1)C1=CC=C(C=C1)CC(=O)OCC